cyclooctene trifluoro-methanesulfonate FC(S(=O)(=O)O)(F)F.C1=CCCCCCC1